ClC=1C=C(O[C@H]2CN(CC2)C(C)=O)C=CC1C=1N(C2=NC=NC(=C2N1)OC1(CC1)C)CC1=NC=CC(=C1)C (R)-1-(3-(3-chloro-4-(6-(1-methylcyclopropoxy)-9-((4-methylpyridin-2-yl)methyl)-9H-purin-8-yl)phenoxy)pyrrolidin-1-yl)ethan-1-one